2-((2-((4-(4-ethylpiperazin-1-yl)phenyl)amino)-7H-pyrrolo[2,3-d]pyrimidin-4-yl)amino)-N,N-dimethylbenzenesulfonamide C(C)N1CCN(CC1)C1=CC=C(C=C1)NC=1N=C(C2=C(N1)NC=C2)NC2=C(C=CC=C2)S(=O)(=O)N(C)C